C(#N)C1=C(C=C(S1)C(=O)NC1=CC(=CC=C1)NS(=O)(=O)C)C1=CC=CC=C1 5-cyano-N-(3-(methylsulfonamido)phenyl)-4-phenylthiophene-2-carboxamide